Cl.ClC1=CC=C2C(=NC=NC2=C1)N/N=C(\C)/C=1C=NC(=CC1)N1C(=NC(=C1)C)C (E)-7-chloro-4-(2-(1-(6-(2,4-dimethyl-1H-imidazol-1-yl)pyridin-3-yl)ethylidene)hydrazineyl)quinazoline hydrochloride